ClC=1C=C(C=CC1)C1=CC=CC=2C3=C(OC21)C=C(C(=C3)C3=CC=CC=C3)C3=CC=CC=C3 6-(3-chlorophenyl)-2,3-diphenyldibenzo[b,d]furan